4-amino-8-azadispiro[2.1.55.23]dodecane-8-carboxylic acid tert-butyl ester C(C)(C)(C)OC(=O)N1CCC2(C(C3(CC3)CC2)N)CC1